CO[C@@H](C)C=1C=CC=2N(C1)C=C(N2)C(=O)OCC ethyl (S)-6-(1-methoxyethyl)imidazo[1,2-a]pyridine-2-carboxylate